N-lauryl-R-iminodipropionate C(CCCCCCCCCCC)N(CCC(=O)[O-])CCC(=O)[O-]